8-bromo-2-ethylsulfanyl-3,6-dimethyl-benzopyran-4-one BrC1=CC(=CC=2C(C(=C(OC21)SCC)C)=O)C